N-(4-hydroxy-3-(methylsulfonyl)phenyl)-2-(4-((trifluoromethyl)thio)benzyl)-1,2,3,4-tetrahydroisoquinoline-6-carboxamide OC1=C(C=C(C=C1)NC(=O)C=1C=C2CCN(CC2=CC1)CC1=CC=C(C=C1)SC(F)(F)F)S(=O)(=O)C